FC(OC(F)(F)F)(OC(C(F)(F)F)([N+](=O)[O-])F)F [difluoro(1,2,2,2-tetrafluoro-1-nitroethoxy)methoxy]trifluoromethane